N4-acetyl-5'-O-(4,4'-dimethoxytrityl)-2'-O-(2-cyanoethoxymethyl)cytidine C(C)(=O)NC1=NC(N([C@H]2[C@H](OCOCCC#N)[C@H](O)[C@@H](COC(C3=CC=C(C=C3)OC)(C3=CC=C(C=C3)OC)C3=CC=CC=C3)O2)C=C1)=O